CS(=O)(=O)O.C(C1=CC=CC=C1)NC(C(C)N1C(C(CC1=O)N(C)C)=O)=O N-benzyl-2-(3-(dimethylamino)-2,5-dioxopyrrolidin-1-yl)propanamide methanesulfonate